4-chloro-5,8-dihydropyrido[3,4-d]pyrimidine-7(6H)-carboxylic acid tert-butyl ester C(C)(C)(C)OC(=O)N1CC=2N=CN=C(C2CC1)Cl